6-(4-acetylpiperazine-1-yl)-2-((5-(5-(difluoromethyl)-1,3,4-oxadiazole-2-yl)pyridine-2-yl)methyl)-4,4-diethylisoquinoline-1,3(2H,4H)-dione C(C)(=O)N1CCN(CC1)C=1C=C2C(C(N(C(C2=CC1)=O)CC1=NC=C(C=C1)C=1OC(=NN1)C(F)F)=O)(CC)CC